N1C=C(C2=CC=CC=C12)CC(CC=C(C)C)=O 1-(1H-indol-3-yl)-5-methyl-hex-4-en-2-one